NC=1N=NC(=CC1C=1C=NN(C1C)C1CCN(CC1)C1CCC(CC1)C1=CC=CC=2N(CCOC21)[C@@H]2C(NC(CC2)=O)=O)C2=C(C=CC=C2)O (3S)-3-[8-[4-[4-[4-[3-amino-6-(2-hydroxyphenyl)pyridazin-4-yl]-5-methyl-pyrazol-1-yl]-1-piperidyl]cyclohexyl]-2,3-dihydro-1,4-benzoxazin-4-yl]piperidine-2,6-dione